5-amino-1-(4-(4-((5-amino-7-(butylamino)-2H-pyrazolo[4,3-d]pyrimidin-2-yl)methyl)-3-methoxyphenyl)piperazin-1-yl)pentan-1-one NCCCCC(=O)N1CCN(CC1)C1=CC(=C(C=C1)CN1N=C2C(N=C(N=C2NCCCC)N)=C1)OC